3-(5-methoxy-3-pyridyl)-N-(4-morpholinophenyl)pyrazolo[1,5-a]pyrimidin-5-amine COC=1C=C(C=NC1)C=1C=NN2C1N=C(C=C2)NC2=CC=C(C=C2)N2CCOCC2